methyl 2-bromo-5-((4-carbamoyl-1-((1S,2S)-2-cyanocyclohexyl)-1H-pyrazol-3-yl)amino)benzoate BrC1=C(C(=O)OC)C=C(C=C1)NC1=NN(C=C1C(N)=O)[C@@H]1[C@H](CCCC1)C#N